C(CC1=C(C=CC=C1)O)C1=C(C=CC=C1)O ethylenebis(o-hydroxybenzene)